COC1=CC=C(CN2C3=C(C=C(CC2=O)C=2OC(=CN2)C)C=CC(=C3)C3=CC(=NC=C3)C(=O)NC)C=C1 4-(1-(4-Methoxybenzyl)-4-(5-methyloxazol-2-yl)-2-oxo-2,3-dihydro-1H-benzo[b]azepin-8-yl)-N-methylpicolinamide